BrC1=C2C(=C(N=C1)Br)NC=C2 4,7-Dibromo-1H-pyrrolo[2,3-c]pyridine